C1(C=CCC=C1)N cyclohexa-2,5-dien-1-amine